CN(C(=O)C1CC=CCC1)C N,N-dimethylcyclohexan-3-ene-1-carboxamide